C(=O)O.N1C[C@@H](CC1)N1CCCC2=CC(=CC(=C12)C1=C2C(=NC=C1)C=C(S2)CN2C(CCC2=O)=O)C(F)(F)F (R)-1-((7-(1-(pyrrolidin-3-yl)-6-(trifluoromethyl)-1,2,3,4-tetrahydroquinolin-8-yl)thieno[3,2-b]pyridin-2-yl)methyl)pyrrolidine-2,5-dione, formic acid salt